C1(CC1)N1C=NC2=C1C=C(C(=C2F)C#CC2=NN(C(=C2C(=O)N)NC)[C@@H]2CN([C@H](C2)COC)C(C=C)=O)F 3-[2-(1-cyclopropyl-4,6-difluoro-1,3-benzodiazol-5-yl)ethynyl]-1-[(3S,5R)-5-(methoxymethyl)-1-(prop-2-enoyl)pyrrolidin-3-yl]-5-(methylamino)pyrazole-4-carboxamide